(2,5-dihydroxy-4-methoxyphenyl)(5,6-dihydroxybenzo[d]thiazol-2-yl)methanone OC1=C(C=C(C(=C1)OC)O)C(=O)C=1SC2=C(N1)C=C(C(=C2)O)O